NC1=NC(=NC=C1)N1CC(C(CC1)OC)CO (1-(4-aminopyrimidin-2-yl)-4-methoxypiperidine-3-yl)methanol